O1C(=C(C=C1)C(=O)O)C(=O)O.NCCCCCCN hexamethylenediamine furandicarboxylic acid salt